5-{6-[2-(5-Chloro-7-methoxy-2-methyl-benzofuran-3-yl)-ethylamino]-pyrimidin-4-yl}-3-methyl-thiophen ClC=1C=C(C2=C(C(=C(O2)C)CCNC2=CC(=NC=N2)C2=CC(=CS2)C)C1)OC